C12CN(CCC(CC1)O2)C=2C1=C(N=C(N2)OC[C@]23CCCN3C[C@@H](C2)F)C(=C(N=C1)C1=CC(=CC2=CC=C(C(=C12)C#C)F)O)F 4-(4-(9-oxa-3-azabicyclo[4.2.1]nonan-3-yl)-8-fluoro-2-(((2R,7aS)-2-fluorotetrahydro-1H-pyrrolizin-7a(5H)-yl)methoxy)pyrido[4,3-d]pyrimidin-7-yl)-5-ethynyl-6-fluoro-naphthalen-2-ol